ClC1=CC=C(C=C1)[C@H](C(=O)N1C2CN(CC1CC2)C2=NC=NC=1NC(C(N(C21)C)=O)=O)CNC(C)C 4-(8-((S)-2-(4-chlorophenyl)-3-(isopropylamino)propionyl)-3,8-diazabicyclo[3.2.1]oct-3-yl)-5-methyl-5,8-dihydropteridine-6,7-dione